(6-(((4-Methoxy-3-(1-methyl-1H-1,2,4-triazol-3-yl)-5-nitrophenylmethyl)oxy)methyl)-4-(trifluoromethyl)pyridin-2-yl)carbamic acid tert-butyl ester C(C)(C)(C)OC(NC1=NC(=CC(=C1)C(F)(F)F)COCC1=CC(=C(C(=C1)[N+](=O)[O-])OC)C1=NN(C=N1)C)=O